COC1=C(CNC(OC(C)(C)C)=O)C=CC(=C1)C tert-butyl (2-methoxy-4-methylbenzyl)carbamate